NC=1C=C(C(=C(C1)[C@@H]1[C@@H](CC1)C#N)Cl)F cis-2-(5-amino-2-chloro-3-fluorophenyl)cyclobutane-1-carbonitrile